CO[C@H]1C[C@H](C1)NC=1N=CC2=C(N1)NC=C2C=2C=CC=1N(N2)C(=CN1)C N-(cis-3-methoxycyclobutyl)-5-(3-methylimidazo[1,2-b]pyridazin-6-yl)-7H-pyrrolo[2,3-d]pyrimidin-2-amine